O=C1NC(CCC1N1C(C2=CC=CC(=C2C1=O)SCCCI)=O)=O 2-(2,6-dioxopiperidin-3-yl)-4-(3-iodopropylsulfanyl)isoindoline-1,3-dione